(1S)-6-chloro-2-[5-(difluoromethyl)-1,3,4-oxadiazol-2-yl]-1-{[(3S)-oxan-3-yl]methyl}-2,3,4,9-tetrahydro-1H-pyrido[3,4-b]indole ClC=1C=C2C3=C(NC2=CC1)[C@@H](N(CC3)C=3OC(=NN3)C(F)F)C[C@H]3COCCC3